methyl (1r,4r)-4-(bromomethyl)cyclohexane-1-carboxylate BrCC1CCC(CC1)C(=O)OC